i-Propylmethacrylat C(C)(C)OC(C(=C)C)=O